C1(CC1)C(=O)C1=CC(=CC=C1)OC Cyclopropyl(3-methoxyphenyl)methanone